COC(CC)(CC)COC1=NN=C(S1)N 5-((3-methyloxypentan-3-yl)methoxy)-1,3,4-thiadiazol-2-amine